NC1=C(C=CC(=C1)C(=O)NCC1COC2=C(O1)C=CC=C2)C(=O)NCCCOCC 2-amino-N~4~-(2,3-dihydro-1,4-benzodioxin-2-ylmethyl)-N~1~-[3-(ethyloxy)propyl]benzene-1,4-dicarboxamide